C(C)(=O)N(CCN(C(C)=O)C(C)=O)C(C)=O.[Na] sodium TetraAcetyl-EthyleneDiamine